BrC(C(=O)NC1=NC=C(C=C1)C(C1=CC=C(C=C1)F)(F)F)C 2-bromo-N-(5-(difluoro(4-fluorophenyl)methyl)pyridin-2-yl)propanamide